(S)-(5-isopropyl-1H-pyrazol-3-yl)(3-((7-(5-methyl-1,2,4-oxadiazol-3-yl)isoquinolin-1-yl)amino)pyrrolidin-1-yl)methanone C(C)(C)C1=CC(=NN1)C(=O)N1C[C@H](CC1)NC1=NC=CC2=CC=C(C=C12)C1=NOC(=N1)C